(S)-N-[(3S,4S)-8-(3-chloropyrazin-2-yl)-3-methyl-2-oxa-8-azaspiro[4.5]dec-4-yl]-2-methylpropan-2-sulfinamide ClC=1C(=NC=CN1)N1CCC2([C@@H]([C@@H](OC2)C)N[S@@](=O)C(C)(C)C)CC1